COC(N[C@@H](C(NC1=CC=CC=C1)=O)CCCC)=O (R)-methyl(1-oxo-1-(phenylamino)hexan-2-yl)carbamate